4-chloro-N-[4-chloro-3-(trifluoromethyl)benzenesulfonyl]-N-[5-methyl-2-(3-nitrophenoxy)pyridin-3-yl]-3-(trifluoromethyl)benzene-1-sulfonamide ClC1=C(C=C(C=C1)S(=O)(=O)N(C=1C(=NC=C(C1)C)OC1=CC(=CC=C1)[N+](=O)[O-])S(=O)(=O)C1=CC(=C(C=C1)Cl)C(F)(F)F)C(F)(F)F